(Z)-11-hexadecene-1-ol C(CCCCCCCCC\C=C/CCCC)O